C1(CCCC1)CC(=O)N1CC2=C(CC1)N=C(S2)C2CCNCC2 2-cyclopentyl-1-(2-(piperidin-4-yl)-6,7-dihydrothiazolo[5,4-c]pyridin-5(4H)-yl)ethan-1-one